2-[[3,5-dimethylmorpholine-4-carbonyl]amino]-4-[2-(2,5-dimethylpyrazol-3-yl)oxyethyl-[4-(5,6,7,8-tetrahydro-1,8-naphthyridin-2-yl)butyl]amino]butanoic acid CC1N(C(COC1)C)C(=O)NC(C(=O)O)CCN(CCCCC1=NC=2NCCCC2C=C1)CCOC=1N(N=C(C1)C)C